1-[2-[2-[(2S)-2-benzyloxypropoxy]ethoxy]ethyl]-4-(4,4,5,5-tetramethyl-1,3,2-dioxaborolan-2-yl)pyrazole C(C1=CC=CC=C1)O[C@H](COCCOCCN1N=CC(=C1)B1OC(C(O1)(C)C)(C)C)C